4-(((1R,3R,5S)-8-azabicyclo[3.2.1]oct-3-yloxy)methyl)-5-cyclopropyl-3-((2,6-dimethylphenoxy)methyl)isoxazole [C@H]12CC(C[C@H](CC1)N2)OCC=2C(=NOC2C2CC2)COC2=C(C=CC=C2C)C